C(#N)C[C@@H]1N(CCN(C1)C=1C2=C(N=C(N1)OC[C@@H]1N(CCC1)C)CNCC2)C(=O)OCC2=CC=CC=C2 benzyl (S)-2-(cyanomethyl)-4-(2-(((R)-1-methylpyrrolidin-2-yl)methoxy)-5,6,7,8-tetrahydropyrido[3,4-d]pyrimidin-4-yl)piperazine-1-carboxylate